C1(=CC=CC=C1)N1NC=NC1=O 1-phenyl-1,2,4-triazole-5-one